(1-(6-(1-methyl-1H-pyrazol-4-yl)-[1,2,4]triazolo[1,5-a]pyrazin-8-yl)piperidin-4-yl)methylamine dihydrochloride Cl.Cl.CN1N=CC(=C1)C=1N=C(C=2N(C1)N=CN2)N2CCC(CC2)CN